(S)-4-(4-amino-3,3-dimethyl-4-oxobut-1-yn-1-yl)-N-((5-fluoro-2-hydroxyphenyl)(3-fluoro-4-methylphenyl)methyl)-6-methylpicolinamide NC(C(C#CC1=CC(=NC(=C1)C)C(=O)N[C@@H](C1=CC(=C(C=C1)C)F)C1=C(C=CC(=C1)F)O)(C)C)=O